ClC1=C(C(=NN1CC)C=1C=NN(C1)C(C)C)C(=O)NC1CC2(C1)CCN(CC2)CCC(C)(C)C 5-Chloro-N-(7-(3,3-dimethylbutyl)-7-azaspiro[3.5]nonan-2-yl)-1-ethyl-1'-isopropyl-1H,1'H-[3,4'-bipyrazole]-4-carboxamide